C1(CC1)[C@H]1[C@H]([C@@H](O[C@@]1(C(F)(F)F)C)C(=O)NC1=CC(=NC=C1)C(=O)N)C1=C(C(=C(C=C1)F)F)OC (2R,3S,4S,5S)-4-[[4-cyclopropyl-3-(3,4-difluoro-2-methoxy-phenyl)-5-methyl-5-(trifluoromethyl)tetrahydrofuran-2-carbonyl]amino]pyridine-2-carboxamide